C(N)(=O)C=1C=CC(=NC1C1=CC=C(C=C1)OC1=CC=CC=C1)C=1CCN(CC1)C(=O)OCC1=CC=CC=C1 benzyl 5-carbamoyl-6-(4-phenoxyphenyl)-3',6'-dihydro-[2,4'-bipyridine]-1'(2'H)-carboxylate